(1S,4S)-2-benzyl-5-tosyl-2,5-diazabicyclo[2.2.1]heptane C(C1=CC=CC=C1)N1[C@@H]2CN([C@H](C1)C2)S(=O)(=O)C2=CC=C(C)C=C2